1-(5-bromo-2-nitrophenyl)-4,4-difluoropiperidine BrC=1C=CC(=C(C1)N1CCC(CC1)(F)F)[N+](=O)[O-]